rac-methyl 3-(((2R,3S)-3-(3,3-difluoropropyl)-2-fluoro-5-(4-fluorophenyl)-1,1-dioxido-7-(trifluoromethyl)-2,3,4,5-tetrahydrobenzo[b][1,4]thiazepin-8-yl)oxy)-2,2-dimethylpropanoate FC(CC[C@H]1CN(C2=C(S([C@H]1F)(=O)=O)C=C(C(=C2)C(F)(F)F)OCC(C(=O)OC)(C)C)C2=CC=C(C=C2)F)F |r|